(1S,5S,6S)-N-phenyl-2-oxabicyclo[3.1.0]hexane-6-carboxamide C1(=CC=CC=C1)NC(=O)[C@H]1[C@@H]2CCO[C@H]12